4-bromoindole-6-carboxylic acid methyl ester COC(=O)C1=CC(=C2C=CNC2=C1)Br